ClC1=C2C=NNC2=CC=C1\C(=C(/CC)\C1=CC=CC=C1)\C1=CC=C(C=C1)/C=C/C(=O)O (E)-3-(4-((E)-1-(4-chloro-1H-indazol-5-yl)-2-phenylbut-1-en-1-yl)phenyl)acrylic acid